C1(=CC=CC=C1)C1=CC=C(N=N1)C(C)N 1-(6-phenylpyridazin-3-yl)ethanamine